methylolpropionamide C(O)C(C(=O)N)C